cis-1-(2-(3-methyl-3H-[1,2,3]triazolo[4,5-b]pyridin-6-yl)thieno[2,3-d]pyrimidin-6-yl)-3-(trifluoromethyl)cyclobutanol CN1N=NC=2C1=NC=C(C2)C=2N=CC1=C(N2)SC(=C1)C1(CC(C1)C(F)(F)F)O